C(C)(C)(C)OC(=O)N1CC(C1)(C1=NC(=CC=C1)CO)F.CC=1C(C(C(C(C1)(O)[2H])([2H])[2H])([2H])[2H])([2H])[2H] methylphenol-d7 tert-Butyl-3-fluoro-3-(6-(hydroxymethyl)pyridin-2-yl)azetidine-1-carboxylate